1,3-bis(dimethylamino)pentalene CN(C1=CC(=C2C=CC=C12)N(C)C)C